N1CC(C1)N1C=CC=2C1=NC(=CC2CN2CCCC2)Cl 1-(azetidin-3-yl)-6-chloro-4-(pyrrolidin-1-ylmethyl)-1H-pyrrolo[2,3-b]pyridine